FC=1C=C(C=CC1OC1=CC=NC2=CC(=C(C=C12)OC)OCCCN1CCOCC1)NC(=O)NS(=O)(=O)CC1=CC=C(C=C1)C 1-{3-fluoro-4-[6-methoxy-7-(3-morpholinylpropyloxy)quinolin-4-yloxy]phenyl}-3-[(4-methylbenzyl)sulfonyl]urea